2-cyclopropyl-2-({[4-(trifluoromethoxy)phenyl]carbamoyl}amino)propanoic acid C1(CC1)C(C(=O)O)(C)NC(NC1=CC=C(C=C1)OC(F)(F)F)=O